C1(CC1)C1=NC=NC(=C1C1=NC(=C2N(C=NC2=N1)CCOC)OCC1=CC=C(C=C1)C=1N(C=C(N1)C(F)(F)F)C)OC 2-(4-cyclopropyl-6-methoxy-pyrimidin-5-yl)-7-(2-methoxyethyl)-6-[[4-[1-methyl-4-(trifluoromethyl)imidazol-2-yl]phenyl]methoxy]purine